1,1,1-trideuteromethyl iodide [2H]C([2H])([2H])I